6-Bromo-8-methyl-2-(3-phenyl-1H-pyrazol-4-yl)-2,3-dihydroquinazolin-4(1H)-one BrC=1C=C2C(NC(NC2=C(C1)C)C=1C(=NNC1)C1=CC=CC=C1)=O